NN1C(=NC(=C1C(=O)N)C1=CC=C(C=C1)C(NC1=NC=CC(=C1)C)=O)[C@H]1N(CCCC1)C(\C=C\C)=O (S,E)-1-Amino-2-(1-(But-2-enoyl)piperidin-2-yl)-4-(4-((4-methylpyridin-2-yl)carbamoyl)phenyl)-1H-imidazol-5-carboxamid